ClC1=C(C#N)C=C(C(=N1)Cl)F 2,6-dichloro-5-fluoronicotinonitrile